N[C@@H](CO)[C@@H](\C=C\CCCCCCCCCCCCCCCCCCC)O (2S,3R,E)-2-aminotetracos-4-ene-1,3-diol